C(CC)(=O)O[C@@H]1[C@H](O[C@@]([C@@H]1O)(C#N)C1=CC=C2C(=NC=NN21)N)COC(CC2=CC=CC=C2)=O (2R,3S,4R,5R)-5-(4-aminopyrrolo[2,1-f][1,2,4]triazin-7-yl)-5-cyano-4-hydroxy-2-((2-phenylacetoxy)methyl)tetrahydrofuran-3-yl propionate